((2-ethyl-6-methoxy-1,2,3,4-tetrahydroisoquinolin-7-yl)amino)-5-((2-sulfamoylphenyl)amino)-1,2,4-triazine-6-carboxamide C(C)N1CC2=CC(=C(C=C2CC1)OC)NC=1N=NC(=C(N1)NC1=C(C=CC=C1)S(N)(=O)=O)C(=O)N